Methyl 2-[hydroxy-[2-methoxy-4-(trifluoromethyl)phenyl]methyl]-1-(2-trimethyl silyl ethoxymethyl)pyrrole-3-carboxylate OC(C=1N(C=CC1C(=O)OC)COCC[Si](C)(C)C)C1=C(C=C(C=C1)C(F)(F)F)OC